2,5-dichloro-3-((4-methoxybenzyl)oxy)benzonitrile ClC1=C(C#N)C=C(C=C1OCC1=CC=C(C=C1)OC)Cl